(2-mercaptothiazol-4-yl)benzoic acid SC=1SC=C(N1)C1=C(C(=O)O)C=CC=C1